4-{[7-cyclobutyl-2-{[(2R,7aS)-2-fluorotetrahydro-1H-pyrrolizin-7a(5H)-yl]methoxy}-6-(3-oxa-7,9-diazabicyclo[3.3.1]nonan-7-yl)-7H-purin-8-yl]oxy}-5-ethynyl-6-fluoro-2-naphthol C1(CCC1)N1C(=NC2=NC(=NC(=C12)N1CC2COCC(C1)N2)OC[C@]21CCCN1C[C@@H](C2)F)OC2=CC(=CC1=CC=C(C(=C21)C#C)F)O